tert-butyl N-[(3S,4R)-4-[(4-bromophenyl) methoxy]-1-(methylcarbamoyl) pentan-3-yl]carbamate BrC1=CC=C(C=C1)CO[C@@H]([C@H](CCC(NC)=O)NC(OC(C)(C)C)=O)C